N-(1-(3-fluoro-4-(2-methyl-1H-imidazol-1-yl)phenyl)ethyl)-1H-[1,2,3]triazolo[4,5-b]pyridin-5-amine FC=1C=C(C=CC1N1C(=NC=C1)C)C(C)NC1=CC=C2C(=N1)N=NN2